1-(3-(allyloxy)prop-1-yn-1-yl)-3-bromobenzene C(C=C)OCC#CC1=CC(=CC=C1)Br